N-(2-(bicyclo[2.2.1]heptan-2-yl)-4-(2,5-difluorophenyl)pyridin-3-yl)-2-isopropylpyrimidine-5-carboxamide C12C(CC(CC1)C2)C2=NC=CC(=C2NC(=O)C=2C=NC(=NC2)C(C)C)C2=C(C=CC(=C2)F)F